3-Hydroxy-4-[[4-[(Z)-3-oxo-3-phenylprop-1-enyl]phenyl]diazenyl]naphthalene-2,7-disulfonate OC=1C(=CC2=CC(=CC=C2C1N=NC1=CC=C(C=C1)\C=C/C(C1=CC=CC=C1)=O)S(=O)(=O)[O-])S(=O)(=O)[O-]